4-cyclopropyl-6-methoxy-2-methyl-5-[5-methyl-4-[[4-[1-methyl-4-(trifluoromethyl)imidazol-2-yl]phenyl]methoxy]pyrimidin-2-yl]pyrimidine C1(CC1)C1=NC(=NC(=C1C1=NC=C(C(=N1)OCC1=CC=C(C=C1)C=1N(C=C(N1)C(F)(F)F)C)C)OC)C